C(C)SC=1OC2=C(C=C(C=C2C(C1I)=O)C)C(C)NC1=C(C(=O)OC(C)(C)C)C=CC=C1 tert-Butyl 2-[1-(2-ethyl sulfanyl-3-iodo-6-methyl-4-oxo-chromen-8-yl)ethylamino]benzoate